C1(CCCC1)C1=CC=C(C=C1)NC(C1=C(C=CC(=C1)[N+](=O)[O-])SC1=NN=NN1CCOC)=O N-(4-cyclopentylphenyl)-2-{[1-(2-methoxyethyl)-1H-tetrazol-5-yl]sulfanyl}-5-nitrobenzamide